C(C1=CC=CC=C1)NC(=O)C1=NNC(=C1)C=1C=C(C=CC1)C=1OC(=CN1)C(=O)NC(CC)CC 2-(3-(3-(Benzylcarbamoyl)-1H-Pyrazol-5-Yl)Phenyl)-N-(Pentan-3-Yl)Oxazole-5-Carboxamide